5-[4-(2,3-dimethylbenzoylamino)-3-hydroxyphenyl]-1H-naphtho[1,2-b][1,4]diazepine CC1=C(C(=O)NC2=C(C=C(C=C2)N2C3=C(NCC=C2)C2=CC=CC=C2C=C3)O)C=CC=C1C